ClC=1C=C(C2=C(N(CN(S2(=O)=O)[C@H](C(=O)O)C(C)C2=C(C(=CC=C2F)C)C)C)C1)COC (2S)-2-(6-chloro-8-(methoxymethyl)-4-methyl-1,1-dioxido-3,4-dihydro-2H-benzo[e][1,2,4]thiadiazin-2-yl)-3-(6-fluoro-2,3-dimethylphenyl)butanoic acid